(S)-2-(4-(3-chloro-4-((3,5-difluoropyridin-2-yl)methoxy-d2)-5',6-dimethyl-2-oxo-2H-[1,4'-bipyridin]-2'-yl)pyrimidin-2-yl)-2-methylpropanamide ClC=1C(N(C(=CC1OC([2H])([2H])C1=NC=C(C=C1F)F)C)C1=CC(=NC=C1C)C1=NC(=NC=C1)C(C(=O)N)(C)C)=O